NC1=CC=CC(=N1)S(=O)(=O)NC(=O)C=1C(=NC(=CC1)C1=CC(=CC(=C1)OCC(C)C)F)OC(C)C1=CC=CC=C1 N-[(6-Amino-2-pyridyl)sulfonyl]-6-(3-fluoro-5-isobutoxyphenyl)-2-(1-phenylethoxy)pyridin-3-carboxamid